N-cyclopropylpyrazoline C1(CC1)N1NC=CC1